1-(4-sulfophenyl)ethylen S(=O)(=O)(O)C1=CC=C(C=C1)C=C